N7-benzyl-guanosine C(C1=CC=CC=C1)[N+]1=CN([C@H]2[C@H](O)[C@H](O)[C@@H](CO)O2)C=2N=C(NC(C12)=O)N